Cl.Cl.C12C(C3CC(CC(C1)C3)C2)NCCNCCCCCCCC N-(adamantan-2-yl)-N'-octyl-ethane-1,2-diamine dihydrochloride